3-Bromo-5-nitrotrifluorotoluene C1=C(C=C(C=C1[N+](=O)[O-])Br)C(F)(F)F